3-(sec-butyl)-4-(1H-pyrrolo[3,2-c]pyridine-2-carbonyl)-1,3,4,5-tetrahydro-2H-benzo[1,4]diazepin-2-one C(C)(CC)C1C(NC2=C(CN1C(=O)C1=CC=3C=NC=CC3N1)C=CC=C2)=O